3-FORMYL-2-HYDROXY-N-METHYLBENZAMIDE C(=O)C=1C(=C(C(=O)NC)C=CC1)O